(2R,3R,5S)-3-hydroxy-5-((S)-2,2,2-trifluoro-1-hydroxyethyl)tetrahydrofuran O[C@H]1CO[C@@H](C1)[C@@H](C(F)(F)F)O